ClC1=NC=NC(=N1)C1=CC=CC2=CC=CC=C12 4-chloro-6-(naphthalen-1-yl)-1,3,5-triazine